N1(CCCC1)C1=NC=CC(=C1)C1=NOC(=N1)C(C)N 1-(3-(2-(pyrrolidin-1-yl)pyridin-4-yl)-1,2,4-oxadiazol-5-yl)ethan-1-amine